CC1(C2=CC(=CC=C2C(C=2C3=C(OC21)C=CC=C3)=O)OCCCCC(=O)O)C 5-(6,6-Dimethyl-11-oxo-6,11-dihydro-benzo[b]naphtho[2,3-d]furan-8-yloxy)-pentanoic acid